5,7-bis-(benzyloxy)-2-(3,4-bis(benzyloxy)phenyl)-3-hydroxy-4H-chromen-4-one C(C1=CC=CC=C1)OC1=C2C(C(=C(OC2=CC(=C1)OCC1=CC=CC=C1)C1=CC(=C(C=C1)OCC1=CC=CC=C1)OCC1=CC=CC=C1)O)=O